FC=1C=CC2=C(NC(=N2)C=2C=C(C=CC2)NC2=NC=C(C=N2)C=2N=NC=CC2)C1 N-[3-(6-fluoro-1H-benzo[d]imidazol-2-yl)phenyl]-5-(pyridazin-3-yl)pyrimidin-2-amine